C(C)[C@@H]1[C@@H](C[C@@H](N(C1)C=1C2=C(N(C(N1)=O)C)C=CC(=N2)C#N)C)OC2=NC=C(C=C2)OC(C)C |&1:2| 4-((2S,4R,SR)-5-Ethyl-4-((5-isopropoxypyridin-2-yl)oxy)-2-methylpiperidin-1-yl)-1-methyl-2-oxo-1,2-dihydropyrido[3,2-d]pyrimidin-6-carbonitril